N1(CCOCC1)C=1C=C2CN(CC2=CC1)C(CS(=O)(=O)C1=NC=CC=C1)=O 1-[5-(morpholin-4-yl)-1,3-dihydro-2H-isoindol-2-yl]-2-(pyridin-2-ylsulfonyl)ethanone